21-[4-[2,6-bis(diethylamino)-4-pyrimidinyl]-1-piperazinyl]-11α-hydroxy-16α-methylpregna-1,4-diene-3,20-dione C(C)N(C1=NC(=CC(=N1)N1CCN(CC1)CC([C@H]1[C@@H](C[C@H]2[C@@H]3CCC4=CC(C=C[C@]4(C)[C@H]3[C@@H](C[C@]12C)O)=O)C)=O)N(CC)CC)CC